5-(1H-imidazol-1-yl)-2-(6-(methyl(2-azaspiro[3.3]heptan-6-yl)amino)-1,2,4-triazin-3-yl)phenol N1(C=NC=C1)C=1C=CC(=C(C1)O)C=1N=NC(=CN1)N(C1CC2(CNC2)C1)C